2-(((1S,2S)-2-((4-(8-chloro-5,6-dihydro-11H-benzo[5,6]cyclohepta[1,2-b]pyridin-11-ylidene)piperidin-1-yl)methyl)cyclohexyl)methyl)hexahydro-1H-isoindole-1,3(2H)-dione ClC=1C=CC2=C(CCC=3C(=NC=CC3)C2=C2CCN(CC2)C[C@@H]2[C@H](CCCC2)CN2C(C3CCCCC3C2=O)=O)C1